The molecule is a secondary amino compound that is (S)-colchicine in which the N-acetyl group is replaced by an N-methyl group. Isolable from the autumn crocus, Colchicum autumnale, it is less toxic than colchicine and is used as an antineoplastic. It has a role as an antineoplastic agent and a microtubule-destabilising agent. It is an alkaloid and a secondary amino compound. CN[C@H]1CCC2=CC(=C(C(=C2C3=CC=C(C(=O)C=C13)OC)OC)OC)OC